COC=1C=C(C=CC1N)C1=CC(=CC=C1N)OC 3,3'-dimethoxy-4,6'-diaminobiphenyl